2,2-difluoro-1-(3-methyl-5-(methylamino)phenyl)ethan-1-ol FC(C(O)C1=CC(=CC(=C1)NC)C)F